N-(4-(5-amino-4-cyano-1-(1,1,1-trifluoropropan-2-yl-3,3,3-d3)-1H-pyrazol-3-yl)phenyl)-5-fluoro-2-(methoxy-d3)benzamide NC1=C(C(=NN1C(C(F)(F)F)C([2H])([2H])[2H])C1=CC=C(C=C1)NC(C1=C(C=CC(=C1)F)OC([2H])([2H])[2H])=O)C#N